2,4-dimethylglutaric acid CC(C(=O)O)CC(C(=O)O)C